1-(4-Chlorophenyl)-2,2-bis(phenylselanyl)ethan-1-one ClC1=CC=C(C=C1)C(C([Se]C1=CC=CC=C1)[Se]C1=CC=CC=C1)=O